(D)-β-allopyranosylthymine [C@H]1([C@H](O)[C@H](O)[C@H](O)[C@H](O1)CO)CC=1C(NC(NC1)=O)=O